5'-(2,6-dimethyl-4-nitrophenoxy)-1'H-spiro[cyclobutane-1,3'-indole] CC1=C(OC=2C=C3C4(CNC3=CC2)CCC4)C(=CC(=C1)[N+](=O)[O-])C